rac-((7S,8R)-8-((tert-Butyldiphenylsilyl)oxy)-7-methyl-1,4-dioxaspiro[4.5]decan-7-yl)methanamine Iron [Fe].[Si](C1=CC=CC=C1)(C1=CC=CC=C1)(C(C)(C)C)O[C@H]1[C@](CC2(OCCO2)CC1)(C)CN |r|